FC1=C(C=CC(=C1)C1=NNC(OC1)=O)C1=CC(=CC=C1)O 5-(2-fluoro-3'-hydroxybiphenyl-4-yl)-3,6-dihydro-2H-1,3,4-oxadiazin-2-one